C12(CC(C1)C2)C(=O)N2[C@H]([C@H](C(C2)(F)F)NS(=O)(=O)C)CC=2C(=C(C=CC2)C2=C(C=CC(=C2)F)F)F N-{(2S,3R)-1-(bicyclo[1.1.1]pentane-1-carbonyl)-4,4-difluoro-2-[(2,2',5'-trifluoro[1,1'-biphenyl]-3-yl)methyl]pyrrolidin-3-yl}methanesulfonamide